pyrene-4,5-diamine C1=CC=C2C(=C(C3=CC=CC4=CC=C1C2=C34)N)N